CC1=C(OC=2C(=CC(N(C2)C)=O)C=2C3=C(C(N(C2)C)=O)NC(=C3)C(=O)O)C(=CC=C1)C 4-(5-(2,6-dimethylphenoxy)-1-methyl-2-oxo-1,2-dihydropyridin-4-yl)-6-methyl-7-oxo-6,7-dihydro-1H-pyrrolo[2,3-c]pyridine-2-carboxylic acid